(cyanomethyl)-4-(2-((1-(2,2-difluoroethyl)-1H-pyrazol-4-yl)amino)-5-fluoropyrimidin-4-yl)-2-fluorobenzamide C(#N)CC=1C(=C(C(=O)N)C=CC1C1=NC(=NC=C1F)NC=1C=NN(C1)CC(F)F)F